[(1R)-1-(azetidin-1-ylmethyl)-2,2-difluorocyclopropyl]methanol N1(CCC1)C[C@@]1(C(C1)(F)F)CO